(S)-6-(1-(5-(2,5-dimethylpyridin-4-yl)-7-(2-((2-fluoroethyl)(methyl)amino)ethyl)-1-oxo-3,4-dihydroisoquinolin-2(1H)-yl)ethyl)-4-ethoxynicotinonitrile CC1=NC=C(C(=C1)C1=C2CCN(C(C2=CC(=C1)CCN(C)CCF)=O)[C@@H](C)C1=NC=C(C#N)C(=C1)OCC)C